ClC1=C(C(=CC=C1)C)N1C(N(C2=C(C1)C=NC=C2)C2CCN(CC2)C)=O 3-(2-chloro-6-methyl-phenyl)-1-(1-methyl-4-piperidyl)-4H-pyrido[4,3-d]pyrimidin-2-one